(R)-1-(2-(3-chloro-4-(9-((4-chloropyridin-2-yl)methyl)-6-(1-methylcyclopropoxy)-9H-purin-8-yl)phenoxy)ethyl)pyrrolidin-3-ol ClC=1C=C(OCCN2C[C@@H](CC2)O)C=CC1C=1N(C2=NC=NC(=C2N1)OC1(CC1)C)CC1=NC=CC(=C1)Cl